(2R,3R,4R,5S)-1-butyl-2-(hydroxymethyl)piperidine-3,4,5-triol hydrochloride Cl.C(CCC)N1[C@@H]([C@H]([C@@H]([C@H](C1)O)O)O)CO